C(=O)(O)COC1=C(SC=C1Cl)C(=O)O 3-(carboxymethoxy)-4-chloro-thiophene-2-carboxylic acid